C1(CCCCC1)C[C@@H](C(=O)N[C@H](C(O)P(=O)(OCC)OCC)CCC(=O)N(CC(C)C1=CC=CC=C1)C)NC(OCC1=CC(=CC=C1)Cl)=O 3-chlorobenzyl ((2S)-3-cyclohexyl-1-(((2S)-1-(diethoxyphosphoryl)-1-hydroxy-5-(methyl(2-phenylpropyl)amino)-5-oxopentan-2-yl)amino)-1-oxopropan-2-yl)carbamate